2-{7-[(8R,9R)-9-fluoro-5-azaspiro[3.5]nonan-8-yl]-7H-pyrrolo[2,3-c]pyridazin-3-yl}-5-(1H-1,2,3-triazol-1-yl)phenol F[C@@H]1[C@@H](CCNC12CCC2)N2C=CC1=C2N=NC(=C1)C1=C(C=C(C=C1)N1N=NC=C1)O